S(=O)(=O)(ON1[C@@H]2CC[C@H](N(C1=O)C2)C(NC(CC=2N=COC2)=O)=N)O (2S,5R)-2-(N-(2-(oxazol-4-yl) acetyl) carbamimidoyl)-7-oxo-1,6-diazabicyclo[3.2.1]octan-6-yl hydrogen sulfate